FC=1C(=C(C=NC1C1(CCC1)OC)N)N 5-fluoro-6-(1-methoxycyclobutyl)pyridine-3,4-diamine